ethyl 2-(1-(4-(N,N-bis(4-methoxybenzyl) sulfamoyl)-3-fluorobenzyl)-5-(3-bromophenyl)-2-(cyclopropylmethyl)-1H-pyrrol-3-yl)-5-chlorothiazole-4-carboxylate COC1=CC=C(CN(S(=O)(=O)C2=C(C=C(CN3C(=C(C=C3C3=CC(=CC=C3)Br)C=3SC(=C(N3)C(=O)OCC)Cl)CC3CC3)C=C2)F)CC2=CC=C(C=C2)OC)C=C1